4-(2-((2R,5R)-2-((S)-sec-butyl)-5-(2,3-dihydro-1H-inden-2-yl)-3,6-dioxopiperazin-1-yl)-2-(2-methyloxazol-4-yl)acetyl)morpholine-3-carbaldehyde [C@H](C)(CC)[C@H]1N(C([C@H](NC1=O)C1CC2=CC=CC=C2C1)=O)C(C(=O)N1C(COCC1)C=O)C=1N=C(OC1)C